COC(C1=C(C(=NC=C1)OCCOC)NC(CC#N)=O)=O (2-cyanoacetamido)-2-(2-methoxyethoxy)isonicotinic acid methyl ester